N-[(6-Amino-2-pyridyl)sulfonyl]-6-(6-isopropoxy-3-pyridyl)-2-[3-(2,2,2-trifluoroethyl)-1-piperidyl]pyridin-3-carboxamid NC1=CC=CC(=N1)S(=O)(=O)NC(=O)C=1C(=NC(=CC1)C=1C=NC(=CC1)OC(C)C)N1CC(CCC1)CC(F)(F)F